(3S)-3-((S)-2-((((3-chlorobenzyl)oxy)carbonyl)amino)-3-cyclohexylpropanamido)-2-oxo-4-(2-oxo-1-azaspiro[4.5]decan-3-yl)butyl 2-oxo-2-phenylacetate O=C(C(=O)OCC([C@H](CC1C(NC2(C1)CCCCC2)=O)NC([C@H](CC2CCCCC2)NC(=O)OCC2=CC(=CC=C2)Cl)=O)=O)C2=CC=CC=C2